benzyl 4-[4-(piperidin-4-yl)phenoxy]piperidine-1-carboxylate N1CCC(CC1)C1=CC=C(OC2CCN(CC2)C(=O)OCC2=CC=CC=C2)C=C1